4-nitro-2,3-dihydrobenzo[d]isothiazole-1,1-dioxide [N+](=O)([O-])C1=CC=CC2=C1CNS2(=O)=O